The molecule is a lignan that is gamma-butyrolactone in which the 3 and 4 positions are substituted by 4-hydroxy-3-methoxybenzyl groups (the 3R,4R-diastereomer). It has a role as a phytoestrogen, a plant metabolite, an angiogenesis inhibitor and an anti-asthmatic agent. It is a polyphenol, a lignan and a gamma-lactone. COC1=C(C=CC(=C1)C[C@H]2COC(=O)[C@@H]2CC3=CC(=C(C=C3)O)OC)O